1-[2-(difluoromethoxy)-6-fluoro-4-methylphenyl]-N-[(3R)-1-(oxazin-4-yl)piperidin-3-yl]pyrrolo[1,2-d][1,2,4]triazin-4-amine FC(OC1=C(C(=CC(=C1)C)F)C=1C=2N(C(=NN1)N[C@H]1CN(CCC1)C1=CNOC=C1)C=CC2)F